O1C=CC2=C1C=CC(=C2)S(=O)(=O)N2CC=1CN(CC1C2)C(=O)C2=CSC=C2OC 2-(1-Benzofuran-5-sulfonyl)-5-(4-methoxythiophene-3-carbonyl)-1H,2H,3H,4H,5H,6H-pyrrolo[3,4-c]pyrrole